Cl.NC=1C=C(C=C(C1)Cl)NC1C(NC(CC1)=O)=O 3-((3-amino-5-chlorophenyl)amino)piperidine-2,6-dione hydrochloride